ClC=1C(=NN(C1)C1=NC=C(C=O)C=C1)C 6-(4-chloro-3-methyl-1H-pyrazol-1-yl)nicotinaldehyde